C(C1=CC=CC=C1)OC1=C(/C=C/C2=CC=C(S2)C=O)C=CC(=C1)N(CC1=CC=C(C=C1)O[Si](C1=CC=CC=C1)(C1=CC=CC=C1)C(C)(C)C)CC1=CC=C(C=C1)O[Si](C1=CC=CC=C1)(C1=CC=CC=C1)C(C)(C)C (E)-5-[2-(benzyloxy)-4-[bis[4-[(tert-butyldiphenylsilyl)oxy]benzyl]amino]styryl]thiophene-2-carbaldehyde